C(C)(C)(C)OC(=O)N1CCC(CC1)(F)C(CC)(O)C=1C=C(C(=C(C(=O)O)C1)C(C1=CC=C(C=C1)Cl)=O)F 5-(1-(1-(tert-butoxycarbonyl)-4-fluoropiperidin-4-yl)-1-hydroxypropyl)-2-(4-chlorobenzoyl)-3-fluorobenzoic acid